ClC1=C(C=CC=C1)N(C(C)=O)C1=NC=CC(=C1)[N+](=O)[O-] N-(2-chlorophenyl)-N-(4-nitropyridin-2-yl)acetamide